2E-trans-cyclooctene C/1=C\CCCCCC1